C(C1=CC=CC=C1)N1N=C(CC(C1=O)C(F)(F)F)C1=CC(=C(C=C1)OC(F)F)OC 2-Benzyl-6-(4-(difluoromethoxy)-3-methoxyphenyl)-4-(trifluoromethyl)-4,5-dihydropyridazin-3(2H)-one